COC1=CC=C(C=N1)CN1[C@@H]2CN([C@H](C1)C2)C2=CC=C(C=N2)C2=NC1=CC=CC=C1C(=N2)NC2=NNC(=C2)C 2-(6-((1S,4S)-5-((6-methoxy-pyridin-3-yl)methyl)-2,5-diazabicyclo[2.2.1]heptan-2-yl)pyridin-3-yl)-N-(5-methyl-1H-pyrazol-3-yl)quinazolin-4-amine